BrC1=C(C(=C(O[Si](C)(C)C(C)(C)C)C(=C1[2H])[2H])[2H])[2H] (4-bromophenoxy-2,3,5,6-d4)(t-butyl)dimethylsilane